4-(2-ethyl-7-fluoro-3-isopropyl-2H-indazol-5-yl)-N-(5-((4-ethylpiperazin-1-yl)methyl)pyridin-2-yl)-5-fluoropyrimidin-2-amine C(C)N1N=C2C(=CC(=CC2=C1C(C)C)C1=NC(=NC=C1F)NC1=NC=C(C=C1)CN1CCN(CC1)CC)F